1-(2-hydroxyphenyl)-3-phenylpropan-1-one OC1=C(C=CC=C1)C(CCC1=CC=CC=C1)=O